(1-([2-(TRIMETHYLSILYL)ETHOXY]METHYL)-1H-IMIDAZOL-5-YL)BORONIC ACID C[Si](CCOCN1C=NC=C1B(O)O)(C)C